CN1N=CC(=C1)C1=CC=2N(C(=C1)C=1C=NC(=CC1)N1CCC(CC1)OC=1N=NC(=CC1)C)C(=CN2)C#N 7-(1-methyl-1H-pyrazol-4-yl)-5-(6-(4-((6-methylpyridazin-3-yl)oxy)piperidin-1-yl)pyridin-3-yl)imidazo[1,2-a]pyridine-3-carbonitrile